tert-butyl 4-(4-(benzyloxy)-2-oxopyridin-1(2H)-yl)piperidine-1-carboxylate C(C1=CC=CC=C1)OC1=CC(N(C=C1)C1CCN(CC1)C(=O)OC(C)(C)C)=O